C(C)(C)[C@H]1NCC2=CC=CC=C2C1 (S)-3-isopropyl-1,2,3,4-tetrahydroisoquinoline